4-amino-N-isobutyl-N-((5-(trifluoromethyl)pyridin-2-yl)methyl)imidazo[1,5-a]quinoxaline-8-carboxamide NC=1C=2N(C3=CC(=CC=C3N1)C(=O)N(CC1=NC=C(C=C1)C(F)(F)F)CC(C)C)C=NC2